3-(1-(4-(trifluoromethoxy)phenyl)-1H-1,2,3-triazol-4-yl)bicyclo[1.1.1]pentan-1-amine FC(OC1=CC=C(C=C1)N1N=NC(=C1)C12CC(C1)(C2)N)(F)F